hydroxy-4'-methylflavone OC1=C(OC2=CC=CC=C2C1=O)C1=CC=C(C=C1)C